C(#N)C=1C=CC(=C2C=CC=NC12)N1C[C@]2(C[C@]2(C1)C(F)(F)F)C(=O)NC[C@H]1CNCCO1 (1R,5S)-3-(8-cyanoquinolin-5-yl)-N-(((R)-morpholin-2-yl)methyl)-5-(trifluoromethyl)-3-azabicyclo[3.1.0]hexane-1-carboxamide